CC(C)(C)[S@@](=O)N[C@@H]1C2=CC=CC=C2CC12CCN(CC2)C2=CN=C1C(=N2)N(N=C1C#CC1=CC=CC=C1)C1OCC1 (R)-2-methyl-N-[(3S)-1'-[1-(oxetan-2-yl)-3-(2-phenylethynyl)-1H-pyrazolo[3,4-b]Pyrazin-6-yl]-1,3-dihydro-spiro[indene-2,4'-piperidine]-3-yl]Propane-2-sulfinamide